3,5-Diamino-4-nitropyrazole perchlorate Cl(=O)(=O)(=O)O.NC1=NNC(=C1[N+](=O)[O-])N